CN1CCN(CC1)OCCO 2-((4-Methylpiperazin-1-yl)oxy)ethan-1-ol